S1C=NC2=C1C=CC(=C2)NC2=CC=NC1=CC(=CC=C21)C2=C(C=C(C=C2)C(=O)N2CC1CNCC1C2)F (4-(4-(benzo[d]thiazol-5-ylamino)quinolin-7-yl)-3-fluorophenyl)(hexahydro-pyrrolo[3,4-c]pyrrol-2(1H)-yl)methanone